2-(2-hydroxypyridin-3-yl)oxazole-4-carboxylic acid OC1=NC=CC=C1C=1OC=C(N1)C(=O)O